O1CC(C1)NC1=NC(N(C2=CC(=CC=C12)C(F)(F)F)C1=CC=CC=C1)=O 4-(oxetan-3-ylamino)-1-phenyl-7-(trifluoromethyl)quinazolin-2(1H)-one